COC1=C(C(=O)NN)C=CC=C1[N+](=O)[O-] 2-Methoxy-3-nitrobenzohydrazide